geranyl pyrophosphat O(P([O-])(=O)OP(=O)([O-])[O-])C\C=C(/C)\CCC=C(C)C